ClC=1C(=CC(=C(C1)C1=NNC=C1C=1N=C2C=C(C=NC2=CC1)NCCN1CCN(CC1)C)F)F 6-[3-(5-chloro-2,4-difluoro-phenyl)-1H-pyrazol-4-yl]-N-[2-(4-methylpiperazin-1-yl)ethyl]-1,5-naphthyridin-3-amine